(S)-N1,N1-DIMETHYL-5-PHENYLPENTANE-1,3-DIAMINE CN(CC[C@H](CCC1=CC=CC=C1)N)C